2-((1s,2s)-1-(4-chloro-2-cyanophenyl)-1-(1-methyl-1H-pyrazol-4-yl)propan-2-yl)-5-hydroxy-N-(isoxazol-4-yl)-1-methyl-6-oxo-1,6-dihydropyrimidine-4-carboxamide ClC1=CC(=C(C=C1)[C@H]([C@H](C)C=1N(C(C(=C(N1)C(=O)NC=1C=NOC1)O)=O)C)C=1C=NN(C1)C)C#N